nonadecane-7,10-diol CCCCCCC(CCC(CCCCCCCCC)O)O